5-methoxy-3,4-dihydronaphthalen-1(2H)-one oxime COC1=C2CCCC(C2=CC=C1)=NO